tin-lead-silver [Ag].[Pb].[Sn]